tert-butyl (3R)-2,2-dimethyl-3-{[6-methyl-5-(1-methyl-1H-imidazol-4-yl)pyridin-2-yl]amino}pyrrolidine-1-carboxylate CC1(N(CC[C@H]1NC1=NC(=C(C=C1)C=1N=CN(C1)C)C)C(=O)OC(C)(C)C)C